(2,2-difluoroethoxy)-1H-indole FC(CON1C=CC2=CC=CC=C12)F